3-[(1S,3R)-3-(tert-butoxycarbonylamino)cyclohexyl]-5-methoxy-[1,2,4]triazolo[4,3-a]pyridine-7-carboxylic acid C(C)(C)(C)OC(=O)N[C@H]1C[C@H](CCC1)C1=NN=C2N1C(=CC(=C2)C(=O)O)OC